tert-Butyl 4-(7-{2-[(tert-butoxycarbonyl)amino]-5,7-difluoro-1,3-benzothiazol-4-yl}-6-chloro-8-fluoroquinazolin-4-yl)piperazine-1-carboxylate C(C)(C)(C)OC(=O)NC=1SC2=C(N1)C(=C(C=C2F)F)C2=C(C=C1C(=NC=NC1=C2F)N2CCN(CC2)C(=O)OC(C)(C)C)Cl